N-[(1S)-1-[di(cyclobutyl)methyl]-2-oxo-2-[[1-[(2-oxo-1H-pyridin-3-yl)methyl]pyrazol-4-yl]amino]ethyl]-4-ethyl-1,2,5-oxadiazole-3-carboxamide C1(CCC1)C([C@@H](C(NC=1C=NN(C1)CC=1C(NC=CC1)=O)=O)NC(=O)C1=NON=C1CC)C1CCC1